FC(C=1N=CC(=NC1)C1CC2(CNC2)C1)(F)F 6-[5-(trifluoromethyl)pyrazin-2-yl]-2-azaspiro[3.3]heptane